Cl.Cl.C(N1N=CC(=C1)C=1C=CC(=C(C1)O)C1=NC=C(N=C1)N(C1CC(NC(C1)(C)C)(C)C)C)([2H])([2H])[2H] 5-[1-(2H3)methyl-1H-pyrazol-4-yl]-2-{5-[methyl(2,2,6,6-tetramethylpiperidin-4-yl)amino]pyrazin-2-yl}phenol-Dihydrochlorid